C1(CC1)C=1C(=NON1)C(=O)NC(C=1OC2=C(N1)C(=C(C=C2)CN2C(NC(C2)C(F)(F)F)=O)F)C2CCC(CC2)(F)F 4-Cyclopropyl-N-((4,4-difluorocyclohexyl)(4-fluoro-5-((2-oxo-4-(trifluoromethyl)imidazolidin-1-yl)methyl)benzo[d]oxazol-2-yl)methyl)-1,2,5-oxadiazole-3-carboxamide